CN1[C@@H](CCCC1)COC=1C=NC=CC1CN 1-(3-{[(2S)-1-methylpiperidin-2-yl]methoxy}pyridin-4-yl)methanamine